C(CCCCCCCCCCC)OS(=O)(=O)C1=CC=CC=C1.[Na].O water Sodium Dodecyl-BenzeneSulfonate